N1=C(SC2=C1C=1CCOC1C=C2)N2C(N[C@H]([C@H]2C#CC)[C@@H](C)O)=O (4R,5R)-1-(7,8-dihydrobenzofuro[4,5-d]thiazol-2-yl)-4-((R)-1-hydroxyethyl)-5-(prop-1-yn-1-yl)imidazolidin-2-one